(2S)-N-[(2S)-1-(cyclopropylcarbamoyl)-1-oxo-3-[(3S)-2-oxopyrrolidin-3-yl]propan-2-yl]-2-{[1-(2,2-dimethyl-propanamido)-3,3-difluorocyclobutyl]formamido}pentanamide C1(CC1)NC(=O)C([C@H](C[C@H]1C(NCC1)=O)NC([C@H](CCC)NC(=O)C1(CC(C1)(F)F)NC(C(C)(C)C)=O)=O)=O